ClC=1C=NC(=NC1)N1CCC(CC1)CCCOC1=CC(=C(C(=C1)F)CC(=O)N1CC(C1)C(=O)NC(CO)(CO)CO)F 1-[2-[4-[3-[1-(5-chloropyrimidin-2-yl)-4-piperidinyl]propoxy]-2,6-difluoro-phenyl]acetyl]-N-[2-hydroxy-1,1-bis(hydroxymethyl)ethyl]azetidine-3-carboxamide